CN1CC2(C1)CCNCC2 2-methyl-2,7-diazaspiro[3.5]nonan